O=C1C2(C=3C(=NC=CC3)N1C(=O)[O-])CNCC2 oxospiro[pyrrolidine-3,3'-pyrrolo[2,3-b]pyridine]-1'(2'H)-carboxylate